tert-Butyl (1S,2R)-2-(6-(2,4-dimethoxybenzyl)-4-(1-methyl-1H-pyrazol-4-yl)-5-oxo-6,7-dihydro-5H-pyrrolo[3,4-d]pyrimidin-2-ylamino)cyclohexylcarbamate COC1=C(CN2CC=3N=C(N=C(C3C2=O)C=2C=NN(C2)C)N[C@H]2[C@H](CCCC2)NC(OC(C)(C)C)=O)C=CC(=C1)OC